1,1',1''-((methylsilanetriyl)tris(oxy))tris(butan-2-amine) C[Si](OCC(CC)N)(OCC(CC)N)OCC(CC)N